3-(5-((R)-3-(hydroxymethyl)pyrrolidin-1-yl)-6-methylpyridin-2-yl)piperidine-2,6-dione OC[C@H]1CN(CC1)C=1C=CC(=NC1C)C1C(NC(CC1)=O)=O